5'-methyl-spiro(cyclobutane-1,3'-pyrrolo[3,2-b]pyridine)-2'(1'H)-one CC1=CC=C2C(=N1)C1(C(N2)=O)CCC1